(2-((7-azabicyclo[2.2.1]heptan-7-yl)methyl)-6-fluorobenzyl)amino-2,3-difluoro-N-(thiazol-4-yl)benzenesulfonamide C12CCC(CC1)N2CC2=C(CNC1=C(C(=C(C=C1)S(=O)(=O)NC=1N=CSC1)F)F)C(=CC=C2)F